ClC=1C(=NC=C(N1)C(F)(F)F)CC1=CC=C(C=C1)F 3-chloro-2-(4-fluorophenylmethyl)-5-(trifluoromethyl)pyrazine